N2-(trans-3-(5-(5-ethoxypyridin-2-yl)-4-((S)-2-fluorophenyl)-4H-1,2,4-triazol-3-yl)cyclobutyl)-N6-methylpyridine-2,6-dicarboxamide C(C)OC=1C=CC(=NC1)C=1N(C(=NN1)[C@@H]1C[C@H](C1)NC(=O)C1=NC(=CC=C1)C(=O)NC)C1=C(C=CC=C1)F